(3-fluoro-4-(methylsulfonyl)phenyl)-4-(2-methoxypyridin-4-yl)thiazol-2-amine FC=1C=C(C=CC1S(=O)(=O)C)C1=C(N=C(S1)N)C1=CC(=NC=C1)OC